6-methylpyrazolo[1,5-a]pyridin-3-yl-1-oxoisoindoline-2-carboxylate CC=1C=CC=2N(C1)N=CC2OC(=O)N2C(C1=CC=CC=C1C2)=O